FC1(C(=CC=CC1)C=1C(=C(C=CC1)C1=CC=CC=C1)C=1C(=CC=CC1)N)C1=CC=CC=C1 2''-fluoro-6'-phenyl-[1,1':2',1'':2'',1'''-quaterphenyl]-2-amine